N-(8,9-difluoro-6-oxo-1,4,5,6-tetrahydro-2H-pyrano[3,4-c]isoquinolin-1-yl)-1-hydroxy-N-methylcyclohexane-1-carboxamide FC=1C(=CC=2C3=C(NC(C2C1)=O)COCC3N(C(=O)C3(CCCCC3)O)C)F